4-pyridylpropane N1=CC=C(C=C1)CCC